2-chloro-N-(3-hydroxy-4-methoxyphenyl)propionamide ClC(C(=O)NC1=CC(=C(C=C1)OC)O)C